C(C)(=O)C1=NN(C(C2=CC(=C(C=C12)F)F)=O)C 4-acetyl-6,7-difluoro-2-methyl-phthalazin-1-one